FC(C(=C(C(C(C(C(F)(F)F)(F)F)(F)F)(F)F)F)F)(F)F 1,1,1,2,3,4,4,5,5,6,6,7,7,7-tetradecafluoro-2-heptene